2-geranyl-5-(4-methylhexyl)-dihydroxybenzoic acid C(\C=C(/C)\CCC=C(C)C)C1=C(C(=O)O)C=C(C(=C1O)O)CCCC(CC)C